COC1=C(C=CC=C1)CC#N 2-(2-methoxyphenyl)acetonitrile